ClC1=C2C(=NN(C1=O)C1=CC3=CN(N=C3C=C1)C)C=CN2 4-chloro-2-(2-methyl-2H-indazol-5-yl)-2H,3H,5H-pyrrolo[3,2-c]pyridazin-3-one